ClC1=C(C=C2C=C(N=CC2=C1)NC(=O)[C@H]1C([C@@H]1C1=NC=CC=C1)(C)C)C1CCN(CC1)[C@]1(COC[C@H]1O)C (1R,3R)-N-(7-chloro-6-(1-((3S,4S)-4-hydroxy-3-methyltetrahydrofuran-3-yl)piperidin-4-yl)isoquinolin-3-yl)-2,2-dimethyl-3-(pyridin-2-yl)cyclopropane-1-carboxamide